[Cr](=O)(=O)([O-])F fluorochromate